(E)-N-((1-(6-(Dimethylamino)pyridin-3-yl)piperidin-4-yl)methyl)-4-hydroxy-N-(3-(2-(oxazol-2-yl)vinyl)phenyl)cyclohexanecarboxamide CN(C1=CC=C(C=N1)N1CCC(CC1)CN(C(=O)C1CCC(CC1)O)C1=CC(=CC=C1)\C=C\C=1OC=CN1)C